CCCCC(CCC(CCC)O)O undecane-5,8-diol